C(C1=CC=CC=C1)N1CCN(CC1)C1=CC=C(N)C=C1 4-(4-benzylpiperazinyl)aniline